tert-butyl (S)-3-(3-(2-(((tert-butyldiphenyl silyl) oxy)methyl)azetidin-1-yl)propoxy)propanoate [Si](C1=CC=CC=C1)(C1=CC=CC=C1)(C(C)(C)C)OC[C@H]1N(CC1)CCCOCCC(=O)OC(C)(C)C